COC1=C(C(=CC(=C1)C)OC)OB(O)O (2,6-dimethoxy-4-methylphenyl)boric acid